ClC=1C=CC(=NC1)C=1N=C2N(C=CC=C2)C1CN1CC2COCC(C1)N2C(=O)C2=NC(=CC=C2)OC(F)(F)F (7-{[2-(5-Chloropyridin-2-yl)imidazo[1,2-a]pyridin-3-yl]methyl}-3-oxa-7,9-diazabicyclo[3.3.1]non-9-yl)[6-(trifluoromethoxy)pyridin-2-yl]methanone